((E)-2-((2r,3r,4r,5r)-5-(3-benzoyl-2,4-dioxo-3,4-dihydropyrimidin-1(2H)-yl)-4-(ethylsulfanyl)-3-hydroxytetrahydrofuran-2-yl) vinyl) phosphonate P(O\C=C\[C@H]1O[C@H]([C@@H]([C@@H]1O)SCC)N1C(N(C(C=C1)=O)C(C1=CC=CC=C1)=O)=O)([O-])=O